C(CCCCC)C(COC(CCCCCCC(=O)O)=O)CCCCCCCC 8-((2-hexyldecyl)oxy)-8-oxo-octanoic acid